(2R,5S)-4-(6-cyano-7-(cyclohex-1-en-1-yl)-1-(2-isopropyl-4-methylpyridin-3-yl)-2-oxo-1,2-dihydropyrido[2,3-d]pyrimidin-4-yl)-2,5-dimethylpiperazine-1-carboxylic acid tert-butyl ester C(C)(C)(C)OC(=O)N1[C@@H](CN([C@H](C1)C)C=1C2=C(N(C(N1)=O)C=1C(=NC=CC1C)C(C)C)N=C(C(=C2)C#N)C2=CCCCC2)C